(2,3-difluoro-6-methoxyphenyl)boric acid FC1=C(C(=CC=C1F)OC)OB(O)O